6-Methyl-pyridine-2-carboxylic acid (3-benzenesulfonylamino-adamantan-1-yl)-amide C1(=CC=CC=C1)S(=O)(=O)NC12CC3(CC(CC(C1)C3)C2)NC(=O)C2=NC(=CC=C2)C